N1(CC1)CCC(=O)O.N1(CC1)CCC(=O)O.C(C1=CC=C(C=C1)O)C1=CC=C(C=C1)O 4,4'-methylenediphenol di(β-aziridinylpropionate)